t-butyl-iminobis(dimethylamino)tungsten C(C)(C)(C)[W](N(C)C)(N(C)C)=N